C(CCC)C1=NC(=C(C(=C1CC1=CC=C(C=C1)C1=C(C=CC=C1)C1=NN=NN1)CO)C)Cl 2-butyl-6-chloro-4-hydroxymethyl-5-methyl-3-[[2'-(1H-tetrazol-5-yl)biphenyl-4-yl]methyl]pyridine